methyl-1-((tetrahydrofuran-3-yl)methyl)-1H-pyrrole CC=1N(C=CC1)CC1COCC1